(S)-N-(5-((4-cyanophenyl)ethynyl)-2-(3,4-dimethylpiperazin-1-yl)phenyl)-6-oxo-4-(trifluoromethyl)-1,6-dihydropyridine-3-carboxamide C(#N)C1=CC=C(C=C1)C#CC=1C=CC(=C(C1)NC(=O)C1=CNC(C=C1C(F)(F)F)=O)N1C[C@@H](N(CC1)C)C